isostearyl octanate C(CCCCCCC)(=O)OCCCCCCCCCCCCCCCC(C)C